2-((R)-3-cyclopropyl-5-isopropyl-2,4-dioxoimidazolidin-1-yl)-5,6-dihydrobenzo[f]imidazo[1,2-d][1,4]oxazepine C1(CC1)N1C(N([C@@H](C1=O)C(C)C)C=1N=C2N(CCOC3=C2C=CC=C3)C1)=O